O[C@H](CC(=O)SCCNC(CCNC([C@@H](C(COP(OP(OC[C@@H]1[C@H]([C@H]([C@@H](O1)N1C=NC=2C(N)=NC=NC12)O)OP(=O)(O)O)(=O)O)(=O)O)(C)C)O)=O)=O)CCC (S)-3-hydroxyhexanoyl-CoA